C(#N)CCC1=NN=C(S1)C1=CC=C(C(=O)N([C@H]2CNCCC2)C2=NC=CC3=C2C(=CS3)C)C=C1 4-[5-(2-cyanoethyl)-1,3,4-thiadiazol-2-yl]-N-(3-methylthieno[3,2-c]pyridin-4-yl)-N-[(3R)-3-piperidyl]benzamide